6-((7S,8aS)-7-(3-(5-fluoropyridin-3-yl)propyl)-6-oxohexahydropyrrolo[1,2-a]pyrazin-2(1H)-yl)nicotinonitrile FC=1C=C(C=NC1)CCC[C@H]1C[C@@H]2N(CCN(C2)C2=NC=C(C#N)C=C2)C1=O